COC=1C=C2CCN(CC2=CC1NC1=NC=C(C(=N1)NC1=C(C=CC=C1)CN1CCOCC1)C(=O)N)C 2-[(6-methoxy-2-methyl-1,2,3,4-tetrahydroisoquinolin-7-yl)amino]-4-({2-[(morpholin-4-yl)methyl]phenyl}amino)pyrimidine-5-carboxamide